Ethyl (S)-3-(2',4'-Difluorobiphenyl-3-yl)-3-(3-(4-hydroxy-1-methyl-2-oxo-1,2-dihydropyridin-3-yl)ureido)propanoat FC1=C(C=CC(=C1)F)C1=CC(=CC=C1)[C@H](CC(=O)OCC)NC(=O)NC=1C(N(C=CC1O)C)=O